OC1=CC=C(C=C1)C[C@@H](CC(=O)OC)N1N=NC=C1CNS(=O)(=O)C=1SC=CC1 Methyl (3S)-4-(4-hydroxyphenyl)-3-[5-[(2-thienylsulfonylamino)methyl]triazol-1-yl]butanoate